O1COC2=C1C=CC(=C2)C2=C(C(=NC(=N2)N)NC2=CC(=C(C=C2)C)C)C(F)(F)F (benzo[d][1,3]dioxol-5-yl)-N4-(3,4-dimethylphenyl)-5-(trifluoromethyl)pyrimidine-2,4-diamine